5-(Trifluoromethyl)-2,3-dihydro-1,4-benzoxathiine-7-carboxylic acid FC(C1=CC(=CC2=C1SCCO2)C(=O)O)(F)F